CN1CC[C@]2(CCCC[C@@H]12)C1=CC=C2C=NN(C2=C1)C 6-[(3aR,7aR)-1-methyl-3,4,5,6,7,7a-hexahydro-2H-indol-3a-yl]-1-methyl-indazole